C(C)(=O)OC1=CC=CC=2SC=C(C21)CCN(C)C 4-acetoxy-3-[2-(dimethylamino)ethyl]-benzo[b]thiophene